C(C)(C)(C)O[C@H]1[C@@H](C[C@H]2N(CCC3=CC(=C(C=C23)OC)OC2CCC2)C1)O (2R,3R,11bR)-3-(tert-butoxy)-9-cyclobutoxy-10-methoxy-1,3,4,6,7,11b-hexahydro-2H-pyrido[2,1-a]isoquinolin-2-ol